tert-butyl-3-hydroxy-3-(4-isobutyl-2,6-dimethoxyphenyl)azetidine-1-carboxylate C(C)(C)(C)OC(=O)N1CC(C1)(C1=C(C=C(C=C1OC)CC(C)C)OC)O